1lambda6,5-benzothiazepin-3-yl carbamate C(N)(OC1=C[SH4]C2=C(N=C1)C=CC=C2)=O